ClC1=CC=C(C=N1)CN1C=CC=C2C1=NC(N(C2=O)COC)=O 8-((6-chloropyridin-3-yl)methyl)-3-(methoxymethyl)pyrido[2,3-d]pyrimidine-2,4(3H,8H)-dione